disodium 2-Sulfolaurate S(=O)(=O)(O)C(C(=O)[O-])CCCCCCCCCC.[Na+].[Na+].S(=O)(=O)(O)C(C(=O)[O-])CCCCCCCCCC